N-(4-(hydroxymethyl)phenyl)pyrrolidine-2-carboxamide OCC1=CC=C(C=C1)NC(=O)C1NCCC1